((S)-2,2-dimethylcyclopropane-1-carbonyl)-2,6-diazaspiro[3.4]octane-8-carboxylic acid CC1([C@H](C1)C(=O)C1NCC12CNCC2C(=O)O)C